FC(C1=CC=C(C=C1)NC1=C(C=CC=C1)C1=NN=C(O1)C1(CC1)C#N)(F)F 1-(5-(2-((4-(trifluoromethyl)phenyl)amino)phenyl)-1,3,4-oxadiazol-2-yl)cyclopropane-1-carbonitrile